5-(cyclopropylmethyl)-2,5,6,7-tetrahydro-4H-pyrazolo[4,3-c]pyridin-4-one C1(CC1)CN1C(C=2C(CC1)=NNC2)=O